FC=1C=C(CC2(CCN(CC2)C2=CC=C(C=N2)C=2C=3N(C=C(C2)OCC(C)(C)O)N=CC3C#N)O)C=CC1 4-(6-(4-(3-fluorobenzyl)-4-hydroxypiperidin-1-yl)pyridin-3-yl)-6-(2-hydroxy-2-methylpropoxy)pyrazolo[1,5-a]pyridine-3-carbonitrile